eicosyl-trichlorosilane C(CCCCCCCCCCCCCCCCCCC)[Si](Cl)(Cl)Cl